(E)-4-(1H-indol-3-yl)-N,N-dimethyl-3-nitrobut-3-en-1-amine N1C=C(C2=CC=CC=C12)/C=C(\CCN(C)C)/[N+](=O)[O-]